methyl 3-(((2-oxabicyclo[2.1.1]hexan-1-yl)methyl)amino)-4-aminobenzoate C12(OCC(C1)C2)CNC=2C=C(C(=O)OC)C=CC2N